FC=1C=C2C(=C(NC2=C(C1)F)C1=CC=C(C=C1)F)C1CC(C1)N 3-[5,7-difluoro-2-(4-fluorophenyl)-1H-indol-3-yl]cyclobutanamine